C(C)N1C=C(C=2N=C(N=CC21)SCCC(=O)OCC(CCCC)CC)N2CC(OC(C2)(F)F)(F)F 2-ethylhexyl 3-((5-ethyl-7-(2,2,6,6-tetrafluoromorpholino)-5H-pyrrolo[3,2-d]pyrimidin-2-yl)thio)propionate